O=C(CN1C[C@H](CC1)NC1=C2C=CC(=NC2=CC=C1)C#N)N1[C@@H](C[C@@H](C1)F)C#N 5-[[(3S)-1-[2-oxo-2-[(2S,4S)-2-cyano-4-fluoro-pyrrolidin-1-yl]ethyl]pyrrolidin-3-yl]amino]quinoline-2-carbonitrile